COC(=O)C12C(N(C(C(CN(C1)CCN1CC3(C(N(C(C(C1)(C3=O)C(=O)OC)C3=NC=CC=C3)C)C3=NC=CC=C3)C(=O)OC)(C2=O)C(=O)OC)C2=NC=CC=C2)C)C2=NC=CC=C2 1,2-di{1,5-di(methoxycarbonyl)-3-methyl-9-oxo-2,4-di(pyridin-2-yl)-3,7-diazabicyclo[3.3.1]nonan-7-yl}ethane